CN(C(=O)N1CCN(CC1)C=1C=CC(=NC1)C=1C=NC=2N(C1)N=CC2C(=O)NC21CCC(CC2)(CC1)O)C 6-(5-(4-(dimethylcarbamoyl)piperazin-1-yl)pyridin-2-yl)-N-(4-hydroxybicyclo[2.2.2]oct-1-yl)Pyrazolo[1,5-a]pyrimidine-3-carboxamide